C(C#C)OCCOC1=CC2=C(N(C=N2)C2=CC=C(C=C2)NC(OC2=CC=CC=C2)=O)C=C1 phenyl {4-[5-(2-prop-2-ynyloxy-ethoxy)-benzoimidazol-1-yl]-phenyl}-carbamate